N-(p-tert-octylphenyl)-1-naphthylamine C(C)(C)(CC(C)(C)C)C1=CC=C(C=C1)NC1=CC=CC2=CC=CC=C12